2-[3-(2-tert-butoxy-2-oxo-ethyl)-5-fluoro-2-methoxy-phenyl]-2-methyl-propionic acid methyl ester COC(C(C)(C)C1=C(C(=CC(=C1)F)CC(=O)OC(C)(C)C)OC)=O